3-(6-cyclopropyl-2-pyridyl)-4-(4-fluoro-4-methyl-piperidine-1-carbonyl)benzonitrile C1(CC1)C1=CC=CC(=N1)C=1C=C(C#N)C=CC1C(=O)N1CCC(CC1)(C)F